(Z)-N-((Z)-amino(2-fluorophenyl)methylene)-3-(4-fluorophenyl)-4-phenyl-N'-((4-(trifluoromethyl)phenyl)sulfonyl)-5,6-dihydropyridazine-1(4H)-carboximidamide N\C(=N/C(=N/S(=O)(=O)C1=CC=C(C=C1)C(F)(F)F)/N1N=C(C(CC1)C1=CC=CC=C1)C1=CC=C(C=C1)F)\C1=C(C=CC=C1)F